2-methyl-5-[4-[3-(4-oxo-3H-quinazolin-2-yl)propionyl]piperazin-1-yl]pyrazole-3-carbonitrile CN1N=C(C=C1C#N)N1CCN(CC1)C(CCC1=NC2=CC=CC=C2C(N1)=O)=O